N-[7-methoxy-4-(morpholin-4-yl)-1H-1,3-benzodiazol-2-yl]-2-oxa-7-azaspiro[4.4]nonane-7-carboxamide COC1=CC=C(C2=C1NC(=N2)NC(=O)N2CC1(CCOC1)CC2)N2CCOCC2